methyl 2-(azidomethyl)-6-chlorobenzoate N(=[N+]=[N-])CC1=C(C(=O)OC)C(=CC=C1)Cl